2-chloro-6,7-difluoroquinoxaline ClC1=NC2=CC(=C(C=C2N=C1)F)F